8-chloro-6-iodo-2-(4-methoxybenzyl)-7-(pyridin-4-yl)-3,4-dihydropyrrolo[1,2-a]pyrazin-1(2H)-one ClC=1C(=C(N2C1C(N(CC2)CC2=CC=C(C=C2)OC)=O)I)C2=CC=NC=C2